FC=1C=C2N=CC(=NC2=CC1F)C#CC=1OC(=CC1)[N+](=O)[O-] 6,7-difluoro-2-((5-nitrofuran-2-yl)ethynyl)quinoxaline